4-amino-1-(2-deoxy-β-D-erythro-pentofuranosyl)-1,3,5-triazin NC1=NCN(C=N1)[C@H]1C[C@H](O)[C@H](O1)CO